NC1CCC(CC1)CNC=1C=C(C=CC1OC(F)(F)F)C1=NNC(O1)=O 5-[3-({[(1R,4r)-4-aminocyclohexyl]methyl}amino)-4-(trifluoromethoxy)phenyl]-1,3,4-oxadiazol-2(3H)-one